5-methoxy-1-naphthalenealdehyde COC1=C2C=CC=C(C2=CC=C1)C=O